(3,5-dichloro-4-((1-(1-methylcyclopropyl)-1H-benzo[d]imidazol-6-yl)oxy)phenyl)-5-oxo-4,5-dihydro-1,2,4-oxadiazole-3-carboxamide ClC=1C=C(C=C(C1OC=1C=CC2=C(N(C=N2)C2(CC2)C)C1)Cl)N1C(=NOC1=O)C(=O)N